C(C)(=O)NCCOC=1C=C(OC2=CC=C(C=N2)C(=O)ON2C(CCC2=O)=O)C=CC1 (2,5-dioxopyrrolidin-1-yl) 6-[3-(2-acetamidoethoxy)phenoxy]pyridine-3-carboxylate